(S)-3-(difluoromethyl)-N-(1-(3-(3-fluorophenyl)-1,2,4-oxadiazol-5-yl)ethyl)-1-methyl-1H-pyrazole-4-carboxamide FC(C1=NN(C=C1C(=O)N[C@@H](C)C1=NC(=NO1)C1=CC(=CC=C1)F)C)F